[Br-].C(CCCCC)N1C=[NH+]C=C1 1-normal hexylimidazolium bromide